O[C@@H]1CN(CC[C@@]12NCC1=CC=CC=C1C2)C(=O)C=2N=C1N(C=C(C=C1)O)C2 ((3R,3'R)-3'-hydroxy-1,4-dihydro-2H-spiro[isoquinoline-3,4'-piperidin]-1'-yl)(6-hydroxyimidazo[1,2-a]pyridin-2-yl)methanone